tert-butyl 4-[2-[(E)-3-methoxy-3-oxo-prop-1-enyl]-1-methyl-imidazol-4-yl]-3-oxo-piperazine-1-carboxylate COC(/C=C/C=1N(C=C(N1)N1C(CN(CC1)C(=O)OC(C)(C)C)=O)C)=O